C(C)(C)(C)OC(=O)N1C(C(CCC1)C)NC(C)=O acetamido-3-methylpiperidine-1-carboxylic acid tert-butyl ester